[Si](C)(C)(C(C)(C)C)OC1CC(C1)N1N=CC2=CC=CC(=C12)C 1-((1r,3r)-3-((tert-butyldimethylsilyl)oxy)cyclobutyl)-7-methyl-1H-indazole